P(=O)(O)(O)O[C@@H](C[N+](C)(C)C)CC([O-])=O L-carnitine phosphate